FC(OC1=CC=C(C=C1)C1=CN=C2N1C=CN=C2NC2=CC(=C(C=C2)C(=O)N2CCN(CC2)C(=O)[C@@H]2[C@@H](CNCC2)O)C)F [4-[[3-[4-(difluoromethoxy)phenyl]imidazo[1,2-a]pyrazin-8-yl]amino]-2-methylphenyl]-[4-[(3S,4S)-3-hydroxypiperidine-4-carbonyl]piperazin-1-yl]methanone